N(=[N+]=[N-])CCOC[C@]1(C[C@H](N(C1)C(CNC(C1=CC=C(C=C1)OC1=CC=C(C=C1)F)=O)=O)C(=O)N[C@H](C)C1=CC(=CS1)C(=N)NC(OC(C)(C)C)=O)F tert-butyl ((5-((R)-1-((2S,4R)-4-((2-azidoethoxy)methyl)-4-fluoro-1-((4-(4-fluorophenoxy)benzoyl)glycyl)pyrrolidine-2-carboxamido)ethyl)thiophen-3-yl)(imino)methyl)carbamate